FC1=C(C#N)C=CC(=C1)C1=NC(=NC2=CC=C(C=C12)C1=C(C(=CC=C1)F)C)NC[C@@H]1CNCC1 (S)-2-fluoro-4-(6-(3-fluoro-2-methylphenyl)-2-((pyrrolidin-3-ylmethyl)amino)quinazolin-4-yl)benzonitrile